(1S,2S,5R)-N-(benzo[d]thiazol-5-ylmethyl)-N-(4,4-dimethylcyclohexyl)-3-tosyl-3-azabicyclo[3.1.0]hexane-2-carboxamide S1C=NC2=C1C=CC(=C2)CN(C(=O)[C@@H]2[C@H]1C[C@H]1CN2S(=O)(=O)C2=CC=C(C)C=C2)C2CCC(CC2)(C)C